C[N+](CC1=C(C(=CC(=C1)CC)OC)OCCCCCCCCCCCCCC)(C)[O-] N,N-Dimethyl-1-(5-ethyl-3-methoxy-2-tetradecyloxyphenyl)methan-amin-N-oxid